CN1N=C(C2=CC(=CC=C12)C=1C(=NN2C1N=C(C=C2NCC2=CC(=NC=C2)C#N)C)C)C 3-(1,3-Dimethyl-1H-indazol-5-yl)-2,5-dimethyl-N-[(2-cyanopyridin-4-yl)methyl]pyrazolo[1,5-a]pyrimidin-7-amine